monostearic acid Glyceryl ester C(C(O)CO)OC(CCCCCCCCCCCCCCCCC)=O